N-(5-(tert-butyl)-4-methylthiazol-2-yl)-3-((7-(5-methyl-1,2,4-oxadiazol-3-yl)isoquinolin-1-yl)amino)propanamide C(C)(C)(C)C1=C(N=C(S1)NC(CCNC1=NC=CC2=CC=C(C=C12)C1=NOC(=N1)C)=O)C